C[C@@H]1CN(C[C@@H](O1)C)C(=O)C=1C2=C(N(N1)CC(=O)N1CCC(CC1)(C1=CC=CC=C1)C)CCC2 2-{3-[(2R,6S)-2,6-dimethylmorpholine-4-carbonyl]-5,6-dihydrocyclopenta[c]pyrazol-1(4H)-yl}-1-(4-methyl-4-phenylpiperidin-1-yl)ethan-1-one